5-bromo-1H-pyrrolo[3,2-b]pyridin-3-amine BrC1=CC=C2C(=N1)C(=CN2)N